ClC1=CC(=CC(=N1)C#N)CO 6-chloro-4-(hydroxymethyl)pyridinecarbonitrile